(NZ,R)-N-[1-[2-fluoro-5-nitro-3-(trifluoromethyl)phenyl]ethylidene]-2-methyl-propane-2-sulfinamide FC1=C(C=C(C=C1C(F)(F)F)[N+](=O)[O-])\C(\C)=N/[S@](=O)C(C)(C)C